C(C)S(=O)(=O)C=1C(=NN2C1C=C(C=C2)C(F)(F)F)NCC2=NC=C(C=C2C(=O)O)C(F)(F)F 2-[[[3-ethylsulfonyl-5-(trifluoromethyl)pyrazolo[1,5-a]pyridin-2-yl]amino]methyl]-5-(trifluoromethyl)pyridine-3-carboxylic acid